C1(=CC=C(C=C1)C(=O)OC(C)(C)C)C1=CC=CC=C1 tert-butyl [1,1'-biphenyl]-4-carboxylate